C1=CC(=C(C(=C1)O)O)/C=C/C(=O)O The molecule is a 2,3-dihydroxycinnamic acid. It has a role as an Escherichia coli metabolite. It derives from a trans-cinnamic acid. It is a conjugate acid of a 2,3-dihydroxy-trans-cinnamate.